C(C=1C(C(=O)O)=CC=CC1)(=O)NNC(=O)O phthaloyl-aza-glycine